FC=1C=C(C=CC1CCN)B(O)O 3-fluoro-4-aminoethylphenylboronic acid